6-(2-chloro-5-fluoro-phenyl)-N-[[6-(3,3-dimethylbutyl)-6-azaspiro[2.5]octan-2-yl]methyl]pyridazin-3-amine ClC1=C(C=C(C=C1)F)C1=CC=C(N=N1)NCC1CC12CCN(CC2)CCC(C)(C)C